C1=C2C3=C(C(NC2=CN=C1)=O)SC1=C3C=CC=C1 benzo[4,5]thieno[2,3-c][1,7]naphthyridin-6(5H)-one